2-(4-Chlorophenyl)-3-methylundec-4-yn-2-ol ClC1=CC=C(C=C1)C(C)(C(C#CCCCCCC)C)O